Cl.N1N=CC(=C1)C=1C=CC(=C(C1)O)C=1N=NC(=CC1)OC1CC(NC(C1)(C)C)(C)C 5-(1H-Pyrazol-4-yl)-2-(6-((2,2,6,6-tetramethylpiperidin-4-yl)oxy)pyridazin-3-yl)phenol hydrochloride salt